Methylpyrimidine-4-carbaldehyde CC1=NC=CC(=N1)C=O